ClC(C1=NC(=NO1)C1=CC=2N(C=C1)C=C(N2)CN=S(=O)(C2=CC=CC=C2)C)(F)F (((7-(5-(chlorodifluoromethyl)-1,2,4-oxadiazol-3-yl)imidazo[1,2-a]pyridin-2-yl)methyl)imino)(methyl)(phenyl)-λ6-sulfanone